azido-valine N(=[N+]=[N-])N[C@@H](C(C)C)C(=O)O